CCCCCCCCCC(=O)OCC(COP(=O)([O-])[O-])OC(=O)CCCCCCCCC The molecule is a phosphatidate(2-) obtained by deprotonation of both phosphate OH groups of didecanoylphosphatidic acid; major species at pH 7.3. It is a conjugate base of a didecanoylphosphatidic acid.